FC(CN1C=NC(=C1C(=O)NN)C)F 3-(2,2-difluoroethyl)-5-methyl-imidazole-4-carbohydrazide